N-(2-fluoro-4-iodophenyl)-6-(trifluoromethyl)-1H-indole-3-sulphonamide FC1=C(C=CC(=C1)I)NS(=O)(=O)C1=CNC2=CC(=CC=C12)C(F)(F)F